2-PROPOXYPYRIDINE-3-BORONIC ACID C(CC)OC1=NC=CC=C1B(O)O